methyl 1H-1,2,3-benzotriazole-4-carboxylate N1N=NC2=C1C=CC=C2C(=O)OC